[Sb].[Sn].[Pt] platinum-tin-antimony